FC=1C=CC(=NC1)N1C(N([C@@H](C1)C#N)C1=CN=CC2=CC=CC=C12)=O (S)-1-(5-fluoropyridin-2-yl)-3-(isoquinolin-4-yl)-2-oxoimidazoline-4-carbonitrile